BrC=1C(N(C(N(C1C)CC(=O)[O-])=O)CCOC)=O [5-bromo-3-(2-methoxy-ethyl)-Methyl 2,4-dioxo-3,4-dihydro-2H-pyrimidin-1-yl]-acetate